ClC1=CC=C(S1)C1=C(C(=NN1)NC(C(C)C1(CC1)C(F)(F)F)=O)C1CCC1 N-(5-(5-chlorothiophen-2-yl)-4-cyclobutyl-1H-pyrazol-3-yl)-2-(1-(trifluoromethyl)cyclopropyl)propanamide